C(\C=C\C=C/C=C\CCC)(=O)O (2E,4Z,7Z)-decatrienic acid